Methyl (S)-5-(4-azidobenzamido)-2-(4-(N-((2,4-diaminopteridin-6-yl)methyl)formamido) benzamido)-pentanoate N(=[N+]=[N-])C1=CC=C(C(=O)NCCC[C@@H](C(=O)OC)NC(C2=CC=C(C=C2)N(C=O)CC=2N=C3C(=NC(=NC3=NC2)N)N)=O)C=C1